N1=C(C=CC=C1)NNC(C)=O N'-(pyridine-2-yl)acethydrazide